FC(C1(CNC1)O)(F)F 3-(trifluoromethyl)azetidin-3-ol